C(C)(C)(C)OC(=O)N1[C@@H](C[C@H](C1)O)CO[Si](C1=CC=CC=C1)(C1=CC=CC=C1)C(C)(C)C (2S,4R)-2-(((tert-butyldiphenylsilyl)oxy)methyl)-4-hydroxypyrrolidine-1-carboxylic acid tert-butyl ester